(4-(2,2-difluoroethyl)morpholin-2-yl)methanol FC(CN1CC(OCC1)CO)F